FC1([C@H]2C[C@@H](C[C@@H](C1)N2)N(C=2N=CC(=NC2)C2=C(C=C(C=C2)C=2C=NNC2)O)C)F 2-(5-(((1S,3R,5R)-6,6-difluoro-8-azabicyclo[3.2.1]octan-3-yl)(methyl)amino)pyrazin-2-yl)-5-(1H-pyrazol-4-yl)phenol